C1N(CCC2=CC=CC=C12)CC(CN1C(C2=C(CCC1)C=CC=C2)=O)O 2-[3-(3,4-dihydro-1H-isoquinolin-2-yl)-2-hydroxy-propyl]-4,5-dihydro-3H-2-benzazepine-1-one